C(C1=CC=C(C=C1)OCC(CO)O)(C1=CC=C(C=C1)OCC(CO)O)C1=CC=C(C=C1)OCC(CO)O 3,3',3''-((methanetriyltris(benzene-4,1-diyl))tris(oxy))tris(propane-1,2-diol)